ClC=1C=C(C=NC(C(=O)OC)C(C)C)C=C(C1)OC(C(C)C)=O methyl 2-(3-chloro-5-(isobutyryloxy)benzylideneamino)-3-methylbutanoate